C(CCCCCCC)C(CCCCCCCC)OC(CCCCCCCOC(=O)[C@H]1N(CC(C1)OCCCN(C)C)C(=O)OC(C)(C)C)=O (2S)-4-[3-(dimethylamino)propoxy]pyrrolidine-1,2-dicarboxylic acid O1-tert-butyl ester O2-[8-(1-octylnonyloxy)-8-oxo-octyl] ester